CC1=CC=C(C=C1)S(=O)(=O)N(CC#C)CC=CC1=CC=CC=C1 4-methyl-N-(3-phenylallyl)-N-propargyl-benzenesulfonamide